benzyl (2S,3R)-3-(benzyloxy)-2-(((4-(4,4,5,5-tetramethyl-1,3,2-dioxaborolan-2-yl)cyclohex-3-en-1-yl)oxy)methyl)pyrrolidine-1-carboxylate C(C1=CC=CC=C1)O[C@H]1[C@@H](N(CC1)C(=O)OCC1=CC=CC=C1)COC1CC=C(CC1)B1OC(C(O1)(C)C)(C)C